ONC(=O)C1=CC=C(CNC(=O)C2=NC3=CC=CC=C3C(=C2)OC)C=C1 N-(4-(hydroxycarbamoyl)benzyl)-4-methoxyquinoline-2-carboxamide